CS(=O)(=O)C1=CC=C(C=C1)C(C)C1=CC=CC=C1 (4-methylsulfonylphenyl)-phenyl-methyl-methane